1,10-diamino-1,10-dimethyldecane NC(CCCCCCCCC(C)N)C